C(CCC)NC=1C2=C(N=CN1)NC=C2C(F)(F)F N-butyl-5-(trifluoromethyl)-7H-pyrrolo[2,3-D]pyrimidin-4-amine